methyl (R)-9-bromo-4-hydroxy-1,2,3,4-tetrahydrobenzo[4,5]imidazo[1,2-a]pyridine-7-carboxylate (38C)methyl-(R)-3-bromo-4-(3-hydroxypiperidin-1-yl)-5-nitrobenzoate [38CH3]OC(C1=CC(=C(C(=C1)[N+](=O)[O-])N1C[C@@H](CCC1)O)Br)=O.BrC1=CC(=CC=2N=C3N(CCC[C@H]3O)C21)C(=O)OC